2-[(12aR)-8,10-difluoro-1,2,3,4,12,12a-hexahydro-6H-pyrazino[2,1-C][1,4]benzooxazepin-9-yl]-3-methylphenol FC=1C(=C(C2=C(CN3[C@@H](CO2)CNCC3)C1)F)C1=C(C=CC=C1C)O